C(C)C[Si](Cl)(C)C12C=CC(CC1)C2 ethylnorbornenyl-dimethylchlorosilane